CCCC\C=C\CCCCC trans-5-Undecen